3-{4-[(1S,4R,5R)-5-{[5-cyclopropyl-3-(2,6-dichlorophenyl)-1,2-oxazol-4-yl]methoxy}-3-oxo-2-azabicyclo[2.2.1]heptan-2-yl]phenyl}propanoic acid C1(CC1)C1=C(C(=NO1)C1=C(C=CC=C1Cl)Cl)CO[C@H]1[C@@H]2C(N([C@H](C1)C2)C2=CC=C(C=C2)CCC(=O)O)=O